C(C)(C)(C)OC(=O)N1C[C@H]([C@@H](CC1)OC(C(COC1=NC=CC=C1C(F)(F)F)(C)C)=O)C1=CC=CC=C1 trans-4-((2,2-dimethyl-3-((3-(trifluoromethyl)pyridin-2-yl)oxy)propionyl)oxy)-3-phenylpiperidine-1-carboxylic acid tert-butyl ester